5-(benzyloxy)-2-methyl-N-phenethylbenzofuran-3-carboxamide C(C1=CC=CC=C1)OC=1C=CC2=C(C(=C(O2)C)C(=O)NCCC2=CC=CC=C2)C1